1-((4-benzyl-3-oxo-3,4-dihydro-2H-benzo[b][1,4]thiazin-7-yl)methyl)-3-(1H-indol-6-yl)urea C(C1=CC=CC=C1)N1C2=C(SCC1=O)C=C(C=C2)CNC(=O)NC2=CC=C1C=CNC1=C2